ClC1=CC=C(N=N1)C=1N(C(=C(N1)C1=NC2=C(N=NC(=C2)C(C(F)(F)F)(F)F)N1C)SCC)C 6-[2-(6-Chloropyridazin-3-yl)-5-(ethylsulfanyl)-1-methyl-1H-imidazol-4-yl]-7-methyl-3-(pentafluoroethyl)-7H-imidazo[4,5-c]pyridazine